BrC1=CC=C(C=C1)N1CCC(CC1)CCN1C(N(CCC1)C1=CC=CC=C1)=O 1-{2-[1-(4-bromophenyl)piperidin-4-yl]ethyl}-3-phenyl-1,3-diazinan-2-one